FC1=C(C(=C(C(=C1[B-](C1=C(C(=C(C(=C1F)F)F)F)F)(C1=C(C(=C(C(=C1F)F)F)F)F)C1=C(C(=C(C(=C1F)F)F)F)F)F)F)F)F.CC=1C(=C(C=CC1)[PH+](C1=C(C(=CC=C1)C)C)C1=C(C(=CC=C1)C)C)C tri(dimethylphenyl)phosphonium tetrakis(pentafluorophenyl)borate